BrCC=1C=C2C(C=COC2=C(C1)C)=O 6-(bromomethyl)-8-methyl-4H-chromen-4-one